phenyl ethyl acetate CC(=O)OCCC1=CC=CC=C1